NC=1C2=C(N(C(N1)=O)C1=CC=NN1CC)N=C(C=C2)C2CC2 4-amino-7-cyclopropyl-1-(1-ethyl-1H-pyrazol-5-yl)pyrido[2,3-d]pyrimidin-2(1H)-one